(cis)-di-tert-butyl 1-(2-((1-(tert-butoxy)-2-methyl-1-oxoprop-2-yl) oxy) ethyl)-6,6-difluorohexahydropyrrolo[3,2-c]pyrazole-2,4-dicarboxylate C(C)(C)(C)OC(C(C)(C)OCCN1N(C[C@H]2[C@@H]1C(CN2C(=O)OC(C)(C)C)(F)F)C(=O)OC(C)(C)C)=O